FC1=C(CNC(=O)[C@]2(C=3C=CC=NC3C(CC2)=O)F)C=CC(=C1)F (S)-N-(2,4-difluorobenzyl)-5-fluoro-8-oxo-5,6,7,8-tetrahydroquinoline-5-carboxamide